tert-butyl 4-(4-(5-(pyrazin-2-yl)isoxazole-3-carboxamido)-1H-pyrazol-1-yl)piperidine-1-carboxylate N1=C(C=NC=C1)C1=CC(=NO1)C(=O)NC=1C=NN(C1)C1CCN(CC1)C(=O)OC(C)(C)C